4,5-diamino-1-methyl-3-phenyl-pyrazole NC=1C(=NN(C1N)C)C1=CC=CC=C1